C(CCCCCCC)OC(CCC(=O)OCCC(CCOC(CCC(OCCCCCCCC)OCCCCCCCC)=O)OC(=O)OCCCN(C)C)OCCCCCCCC 3-(((3-(dimethylamino)propoxy)carbonyl)oxy)pentane-1,5-diyl bis(4,4-bis(octyloxy)butanoate)